ClC=1C=NC=C(C1[C@@H](C)OC=1C=C2C(=NNC2=CC1)C=1C=C(C=C(C1)OC)NC(=O)C1=NC=CC=C1)Cl N-[3-[5-[(1R)-1-(3,5-dichloro-4-pyridyl)ethoxy]-1H-indazol-3-yl]-5-methoxy-phenyl]pyridine-2-carboxamide